benzenetricarboxylic acid triamide C1(=C(C(=CC=C1)C(=O)N)C(=O)N)C(=O)N